C(C1=CC=CC=C1)OCCCC(C(=O)OCC)(C(=O)OCC)C diethyl 2-(3-benzyloxypropyl)-2-methyl-propanedioate